FC1=C(C=CC(=C1)F)N1N=C(C=C1NC(=O)C=1C=NN2C1N=CC=C2)C N-(1-(2,4-difluorophenyl)-3-methyl-1H-pyrazol-5-yl)pyrazolo[1,5-a]pyrimidine-3-carboxamide